4-{3-[(S)-4-(3,4-dichlorobenzyl)-morpholin-2-ylmethyl]-ureidomethyl}-benzamide ClC=1C=C(CN2C[C@@H](OCC2)CNC(NCC2=CC=C(C(=O)N)C=C2)=O)C=CC1Cl